FC1(CC2(C1)CC(N(CC2)C(=O)OC(C)(C)C)C2=C(C=C(C=C2)C(=O)OC)NCC2COC2)F tert-butyl 2,2-difluoro-6-(4-(methoxycarbonyl)-2-((oxetan-3-ylmethyl)amino)phenyl)-7-azaspiro[3.5]nonane-7-carboxylate